FC(CCC(C)(C)C=1C(=NC2=CC=CC=C2C1)C1=NC2=C(C(=C1C)C)OC1=C2C=CC=C1)(F)F (trifluorodimethylbutyl)(dimethylbenzofuropyridineyl)quinoline